4-bromo-1-(methyl-d3)pyridin-2(1H)-one BrC1=CC(N(C=C1)C([2H])([2H])[2H])=O